The molecule is a pentasaccharide derivative composed of a 4-O-methyl-beta-D-glucuronic acid (at the non-reducing end) and four beta-D-galactose units all joined via (1->6)-linkages. CO[C@H]1[C@@H]([C@H]([C@@H](O[C@@H]1C(=O)O)OC[C@@H]2[C@@H]([C@@H]([C@H]([C@@H](O2)OC[C@@H]3[C@@H]([C@@H]([C@H]([C@@H](O3)OC[C@@H]4[C@@H]([C@@H]([C@H]([C@@H](O4)OC[C@@H]5[C@@H]([C@@H]([C@H](C(O5)O)O)O)O)O)O)O)O)O)O)O)O)O)O)O